azobis(2-cyanopropanol) N(=NC(C(C)C#N)O)C(C(C)C#N)O